ClC[C@@H](COC1=C(C=C(C=C1)C(C)(C)C1=CC=C(C=C1)OC[C@H](CN1N=NC(=C1)CO)O)Cl)O (R)-1-chloro-3-(2-chloro-4-(2-(4-((S)-2-hydroxy-3-(4-(hydroxymethyl)-1H-1,2,3-triazol-1-yl)propoxy)phenyl)propan-2-yl)phenoxy)propan-2-ol